1-(3-((4-amino-7-isopropyl-5-(4-phenoxyphenyl)-7H-pyrrolo[2,3-d]pyrimidin-6-yl)ethynyl)-3-hydroxypyrrolidin-1-yl)prop-2-en-1-one NC=1C2=C(N=CN1)N(C(=C2C2=CC=C(C=C2)OC2=CC=CC=C2)C#CC2(CN(CC2)C(C=C)=O)O)C(C)C